ClC=1C(=C2C(=NC1C)NC(=C2)C(=O)NC2CCC(CC2)(C)C)F 5-chloro-N-(4,4-dimethylcyclohexyl)-4-fluoro-6-methyl-1H-pyrrolo[2,3-B]pyridine-2-carboxamide